N[C@H](CC(=O)O)[C@@H](C)OCC1=CC=CC=C1 (3R,4R)-3-Amino-4-benzyloxy-pentanoic acid